C(C)(C)N1C(=NN=C1)C1=CC=CC(=N1)C1N(CCC=C1C=1C=NC=CC1)C(=O)N (6-(4-isopropyl-4H-1,2,4-triazol-3-yl)pyridin-2-yl)-5,6-dihydro-[3,3'-bipyridine]-1(2H)-carboxamide